(2S,4R)-4-hydroxy-1-[(2S)-2-[4-(indol-1-ylmethyl)triazol-1-yl]-3,3-dimethyl-butanoyl]-N-methyl-pyrrolidine-2-carboxamide O[C@@H]1C[C@H](N(C1)C([C@H](C(C)(C)C)N1N=NC(=C1)CN1C=CC2=CC=CC=C12)=O)C(=O)NC